3-[(2-cyclopentyl-2-hydroxy-2-phenylacetyl)oxy]-1,1-dimethyl-pyrrolidinium C1(CCCC1)C(C(=O)OC1C[N+](CC1)(C)C)(C1=CC=CC=C1)O